C(C)(C)C1=C(C=CC=C1)B(O)O 2-isopropylphenyl-boronic acid